4-(3,8-Diazabicyclo[3.2.1]octan-3-yl)-7-(8-ethynyl-7-fluoro-3-hydroxynaphthalen-1-yl)-8-fluoro-5-methoxy-1-methylpyrido[4,3-d]pyrimidin-2(1H)-one C12CN(CC(CC1)N2)C=2C1=C(N(C(N2)=O)C)C(=C(N=C1OC)C1=CC(=CC2=CC=C(C(=C12)C#C)F)O)F